1-((2,3-dihydrobenzofuran-5-yl)sulfonyl)-4-(6-methylbenzo[d][1,3]dioxol-5-yl)piperidine O1CCC2=C1C=CC(=C2)S(=O)(=O)N2CCC(CC2)C2=CC1=C(OCO1)C=C2C